1-(3-chlorophenyl)-3-(3-chloro-5-trifluoromethoxyphenyl)urea ClC=1C=C(C=CC1)NC(=O)NC1=CC(=CC(=C1)OC(F)(F)F)Cl